FC1=CC=C(C=C1)C1=C(C(=NO1)C(C)C)C=1SC=C(N1)C(=O)N 2-[5-(4-fluorophenyl)-3-isopropyl-isoxazol-4-yl]thiazole-4-carboxamide